C=CC=CC.[Ti+2] Titanium (II) pentadiene